Cl.N[C@@H](CC(=O)O)C(=O)N[C@H](C(=O)OCOC(=O)OC(C)C)CC1=CC=CC=C1 (S)-3-amino-4-(((S)-1-(((isopropoxycarbonyl)oxy)methoxy)-1-oxo-3-phenylpropan-2-yl)amino)-4-oxobutanoic acid hydrochloride